[PH2](OCCCCCCCCCCCOC1=C(C(=C(C=C1)C1CCC(CC1)CCCCC)F)F)=O {11-[2,3-difluoro-4-(4-pentylcyclohexyl) phenoxy] undecyl} phosphinate